N-((1R,2R,4S)-7-cyano-7-azabicyclo[2.2.1]heptan-2-yl)-1-(3,5-dichlorophenyl)-1H-pyrazole-carboxamide C(#N)N1[C@H]2[C@@H](C[C@@H]1CC2)NC(=O)C2=NN(C=C2)C2=CC(=CC(=C2)Cl)Cl